FC=1C=C(C=CC1OC)N(C(=O)C=1C=CC=2N(C1)C(=CN2)C=2C=CC(=NC2)NC(OC)=O)CC=2OC=CC2 methyl N-[5-[6-[(3-fluoro-4-methoxy-phenyl)-(2-furylmethyl)carbamoyl]imidazo[1,2-a]pyridin-3-yl]-2-pyridyl]carbamate